(1R,3R)-4'-Chloro-5'-(5-cyano-1H-indol-3-yl)-3-methyl-1',2'-dihydrospiro[cyclopentane-1,3'-pyrrolo[2,3-b]pyridine]-3-carbonitrile ClC1=C2C(=NC=C1C1=CNC3=CC=C(C=C13)C#N)NC[C@]21C[C@@](CC1)(C#N)C